C[SiH](C)C=CC1=CC=CC=C1 dimethylsilylstyrene